2-(4-methoxy-3-nitro-5-(1H-1,2,4-triazol-3-yl)phenyl)ethan-1-ol COC1=C(C=C(C=C1C1=NNC=N1)CCO)[N+](=O)[O-]